COCC1(CCC(CC1)C=1C(=NN2C1COCC2)CN(CCNC)C)C N1-((3-((1r,4r)-4-(methoxymethyl)-4-methylcyclohexyl)-6,7-dihydro-4H-pyrazolo[5,1-c]-[1,4]oxazin-2-yl)methyl)-N1,N2-dimethylethane-1,2-diamine